(R)-4-(2-amino-3-phenylpropoxy)nicotinic acid ethyl ester dihydrochloride Cl.Cl.C(C)OC(C1=CN=CC=C1OC[C@@H](CC1=CC=CC=C1)N)=O